Sodium tridecanoate C(CCCCCCCCCCCC)(=O)[O-].[Na+]